C[C@H]1CN(C[C@H](O1)C)C(=O)C=1C2=C(N(N1)CC(=O)N1CCN(CC1)C1CCCC3=CC=CC=C13)CCC2 2-(3-((2S,6R)-2,6-Dimethylmorpholin-4-carbonyl)-5,6-dihydrocyclopenta[c]pyrazol-1(4H)-yl)-1-(4-(1,2,3,4-tetrahydronaphthalin-1-yl)piperazin-1-yl)ethanon